C(C1=CC=CC=C1)N1[C@H](CC2(C[C@H]1C=1N=NN(C1)C)C(N(C1=CC=C(C=C12)C)CC1=CC=C(C=C1)OC)=O)C (2'S,6'S)-benzyl-1-[(4-methoxyphenyl)methyl]-2',5-dimethyl-6'-(1-methyltriazol-4-yl)spiro[indoline-3,4'-piperidine]-2-one